C(C)(C)(C)OC(=O)N1C[C@H]([C@@H](CC1)NC(=O)OCC1=CC=CC=C1)OS(=O)(=O)C trans-4-(benzyloxycarbonylamino)-3-(methylsulfonyloxy)piperidine-1-carboxylic acid tert-butyl ester